4-(aminomethyl)-N-{4-[2-(4-chloro-3-fluorophenoxy)acetamido]bicyclo[2.2.2]oct-1-yl}pyridine-2-carboxamide NCC1=CC(=NC=C1)C(=O)NC12CCC(CC1)(CC2)NC(COC2=CC(=C(C=C2)Cl)F)=O